C(C)(C)(C)OC(=O)N1CC(C1)=CC(=O)O 2-{1-[(tert-butoxy)carbonyl]azetidin-3-ylidene}acetic acid